N-(4-(2-fluorophenyl)-2-(6-oxopiperidin-3-yl)pyridin-3-yl)-2-isopropylpyrimidine-5-carboxamide FC1=C(C=CC=C1)C1=C(C(=NC=C1)C1CNC(CC1)=O)NC(=O)C=1C=NC(=NC1)C(C)C